(E)-3-(2-Cyclopentyl-6-(trifluoromethyl)pyridin-3-yl)-N-(2-oxo-2,3-dihydro-1H-benzo[d]imidazol-4-yl)acrylamid C1(CCCC1)C1=NC(=CC=C1/C=C/C(=O)NC1=CC=CC=2NC(NC21)=O)C(F)(F)F